5-bromo-7-methyl-1-tetrahydropyran-2-yl-3-vinyl-pyrazolo[3,4-c]pyridine BrC=1C=C2C(=C(N1)C)N(N=C2C=C)C2OCCCC2